vinylbutanediol C(=C)C(CCC)(O)O